(S)-8,8-dimethyl-2-oxo-7,8-dihydro-2H,6H-pyrano[3,2-g]chromen-7-yl (E)-3-(3,4-difluorophenyl)acrylate FC=1C=C(C=CC1F)/C=C/C(=O)O[C@H]1CC=2C=C3C=CC(OC3=CC2OC1(C)C)=O